CC1=C(C=CC(=C1C)C)[C@@H](CC)N=C=O (R)-(+)-1-(2,3,4-trimethylphenyl)propyl isocyanate